C(#N)/C=C/C1=CC(=C(C(=C1)C)NC1=NC(=NC=C1)NC1=CC=C(C#N)C=C1)C 4-[[4-[[4-[(E)-2-cyanovinyl]-2,6-dimethylphenyl]amino]-2-pyrimidinyl]amino]benzonitrile